(1R,2R,4R,5S)-8-benzyl-4-methyl-8-azabicyclo[3.2.1]octan-2-amine C(C1=CC=CC=C1)N1[C@H]2[C@@H](C[C@H]([C@@H]1CC2)C)N